C(C)(C)(C)OC(=O)NC(C(=O)OC)CC=1C(NC2=CC=C(C=C2C1)OC)=O Methyl 2-((tert-butoxycarbonyl)amino)-3-(6-methoxy-2-oxo-1,2-dihydroquinolin-3-yl)propanoate